BrC=1C(=NN(C1)C1CCN(CC1)C(=O)OC(C)(C)C)OCC tert-butyl 4-(4-bromo-3-ethoxy-pyrazol-1-yl)piperidine-1-carboxylate